3-(4'-(difluoromethoxy)-2'-(1-hydroxyethyl)-[1,1'-biphenyl]-4-yl)-N-(4-fluorophenyl)oxetane-3-carboxamide FC(OC1=CC(=C(C=C1)C1=CC=C(C=C1)C1(COC1)C(=O)NC1=CC=C(C=C1)F)C(C)O)F